3-((7S,8S)-18-ethyl-5-(2-methoxy-2-oxoethyl)-3-(methoxycarbonyl)-2,8,12,17-tetramethyl-13-vinyl-7H,8H-porphyrin-7-yl)propanoic acid C(C)C1=C(C=2C=C3C(=C(C(=CC=4[C@H]([C@@H](C(=C(C5=C(C(=C(N5)C=C1N2)C)C(=O)OC)CC(=O)OC)N4)CCC(=O)O)C)N3)C)C=C)C